COC(=O)C1=C(N=NN1)Br 4-bromo-1H-1,2,3-triazole-5-carboxylic acid methyl ester